C(CC)NC1=NC(=NC(=N1)NCCC)NN(C)C N-(4,6-Bis-propylamino-[1,3,5]triazin-2-yl)-N',N'-dimethylhydrazine